1-(4-{3-[(1r,3R,5S,7r)-3,5-dimethyladamantane-1-yl]ureido}benzoyl)-N,N-dimethylpiperidine-3-carboxamide C[C@]12CC3(CC(C[C@@](C1)(C3)C)C2)NC(NC2=CC=C(C(=O)N3CC(CCC3)C(=O)N(C)C)C=C2)=O